4-[4-[(3S)-1-(3-Fluoropropyl)pyrrolidin-3-yl]oxyphenyl]-3-(4-hydroxyphenyl)-2H-chromen-7-ol FCCCN1C[C@H](CC1)OC1=CC=C(C=C1)C1=C(COC2=CC(=CC=C12)O)C1=CC=C(C=C1)O